The molecule is a polycyclic cage that is the 14-hydroxy derivative of platensic acid. It is isolated from Streptomyces platensis. It has a role as a metabolite. It is a cyclic ether, a cyclic ketone, a monocarboxylic acid, a secondary alcohol and a polycyclic cage. It derives from a platensic acid. C[C@@]1([C@@H]2[C@@H]3C[C@@H]4C[C@@]2(C=CC1=O)[C@H]([C@@]4(O3)C)O)CCC(=O)O